N1,N1-dimethylazetidine-1,3-dicarboxamide CN(C(=O)N1CC(C1)C(=O)N)C